FC1=CC=C(C=C1)N1C(=C(C2=CC3=C(N=CS3)C=C21)C2=CC=C(C(=O)OC)C=C2)C2(CCOCC2)O methyl 4-[5-(4-fluorophenyl)-6-(4-hydroxytetrahydropyran-4-yl)pyrrolo[2,3-f][1,3]benzothiazol-7-yl]benzoate